C(C)(C)(C)N1N=CC2=C1C(N(N=C2C(C)C)CC(=O)N[C@@H](C)C2=CC=C(C=C2)C(F)(F)F)=O (S)-2-(1-(tert-Butyl)-4-isopropyl-7-oxo-1,7-dihydro-6H-pyrazolo[3,4-d]pyridazin-6-yl)-N-(1-(4-(trifluoromethyl)phenyl)ethyl)acetamid